diallyl-oxyethane tert-butyl-N-[1-({[(1S)-1-cyano-2-[4-(3-methyl-2-oxo-2,3-dihydro-1,3-benzoxazol-5-yl)phenyl]ethyl]carbamoyl}methyl)cyclohexyl]carbamate C(C)(C)(C)OC(NC1(CCCCC1)CC(N[C@@H](CC1=CC=C(C=C1)C=1C=CC2=C(N(C(O2)=O)C)C1)C#N)=O)=O.C(C=C)OC(C)OCC=C